C([C@@H]1CO1)O[Si](C)(C)C(C)(C)C t-butyldimethylsilyl (S)-glycidyl ether